N-hydroxy-5-(1-methyl-1H-1,2,3-triazol-4-yl)pentanamide ONC(CCCCC=1N=NN(C1)C)=O